C(C)(=O)NC1=CC=C(C=C1)C=1C=CC=C2C(N(C=NC12)[C@H](C(=O)N[C@@H](CO)C(=O)OC)CO)=O methyl ((S)-2-(8-(4-acetamidophenyl)-4-oxoquinazolin-3(4H)-yl)-3-hydroxypropanoyl)-L-serinate